ClC=1C=C2C(N(C(=NC2=C(C1)[C@@H](C)N[S@](=O)C(C)(C)C)C1CCOCC1)C1CC1)=O (R)-N-((R)-1-(6-chloro-3-cyclopropyl-4-oxo-2-(tetrahydro-2H-pyran-4-yl)-3,4-dihydroquinazolin-8-yl)ethyl)-2-methylpropane-2-sulfinamide